(azetidin-3-yl)-5-[1-(trifluoromethyl)cyclopropyl]-1,2,4-oxadiazole N1CC(C1)C1=NOC(=N1)C1(CC1)C(F)(F)F